2-Aminomethoxybenzoic acid NCOC1=C(C(=O)O)C=CC=C1